C(#N)C1=CNC2=C(C=CC(=C12)C)NS(=O)(=O)C1=CN=C(S1)C(F)(F)F N-(3-cyano-4-methyl-1H-indol-7-yl)-2-(trifluoromethyl)thiazole-5-sulfonamide